COC1=CC=C2C(=N1)C(C1(C2)CCCCC1)=O (1S)-2'-methoxy-7'-oxo-5',7'-dihydrospiro[cyclohexane-1,6'-cyclopenta[b]pyridin]